(8-fluoro-3-(methoxymethoxy)naphthalen-1-yl)-4,4,5,5-tetramethyl-1,3,2-dioxaborolan FC=1C=CC=C2C=C(C=C(C12)B1OC(C(O1)(C)C)(C)C)OCOC